NC=1N=NC(=CC1C)N 3,6-diamino-4-methylpyridazine